COC=1C(=C(COS(=O)(=O)C)C=CC1)C methanesulfonic acid 3-methoxy-2-methylbenzyl ester